5-(methoxymethoxy)-4-methyl-pyridin-2-amine formate salt C(=O)O.COCOC=1C(=CC(=NC1)N)C